N-(6-(azidomethyl)pyridin-3-yl)-1-(5-((3aS,4S,6aR)-2-oxohexahydro-1H-thieno[3,4-d]imidazol-4-yl)pentanamido)-3,6,9,12-tetraoxapentadecan-15-amide N(=[N+]=[N-])CC1=CC=C(C=N1)NC(CCOCCOCCOCCOCCNC(CCCC[C@@H]1SC[C@@H]2NC(N[C@@H]21)=O)=O)=O